CC1=CC(=CC=C1)B(O)O m-tolueneboronic acid